N2-{3-[2-(trifluoromethyl)[1,1'-biphenyl]-4-yl]prop-2-ynoyl}-L-serinamide FC(C1=C(C=CC(=C1)C#CC(=O)N[C@@H](CO)C(=O)N)C1=CC=CC=C1)(F)F